NCCC1=CN=C(N1)CCN(C(OC(C)(C)C)=O)CC1=CC(=C(C=C1)C1=CC=CC=C1)Cl tert-Butyl (2-(5-(2-aminoethyl)-1H-imidazol-2-yl)ethyl)((2-chloro-[1,1'-biphenyl]-4-yl)methyl)carbamate